5-((((1R,3R)-3-((R)-2-methyl-4-(5-(trifluoromethyl)pyrimidin-2-yl)piperazine-1-carbonyl)cyclobutyl)amino)methyl)-3-(trifluoromethyl)pyridin-2(1H)-one C[C@H]1N(CCN(C1)C1=NC=C(C=N1)C(F)(F)F)C(=O)C1CC(C1)NCC=1C=C(C(NC1)=O)C(F)(F)F